C1=CC=CC=2C3=CC=CC=C3C(C12)C=N 9-fluorenylmethyleneamine